CN1C(SC=C1)=S 3-methyl-2-thiazolethione